C(C)(C)OC1=CC=C(C[C@H]2CCNC2)C=C1 (S)-4-(4-Isopropoxy-benzyl)-pyrrolidine